tert-Butyl N-[3-[3-[[1-[(4aR,8aS)-3-oxo-4,4a,5,7,8,8a-hexahydropyrido[4,3-b][1,4]oxazine-6-carbonyl]-4-piperidylidene]-phenyl-methyl]phenyl]propyl]carbamate O=C1N[C@H]2[C@@H](OC1)CCN(C2)C(=O)N2CCC(CC2)=C(C=2C=C(C=CC2)CCCNC(OC(C)(C)C)=O)C2=CC=CC=C2